1,2,3,4,6,7,8,9-Octachlorodibenzo[b,e][1,4]dioxin ClC1=C(C(=C(C=2OC3=C(OC21)C(=C(C(=C3Cl)Cl)Cl)Cl)Cl)Cl)Cl